O1CC(CC1)NC=1C=C(C=C2C=CC=NC12)C(CCCC)=O 1-[8-(tetrahydrofuran-3-ylamino)-6-quinolyl]pentan-1-one